OC=1C(=CC2=CC=CC=C2C1)C(=O)NN=C(CC(C)C)C 3-hydroxy-N'-(1,3-dimethylbutylidene)-2-naphthoyl-hydrazine